O1COCCOCCCC1 1,3,6-trioxecane